3-(6-((4-(4-(5,7-dimethoxy-4-oxo-3,4-dihydroquinazolin-2-yl)phenyl)piperazin-1-yl)methyl)-1-oxoisoindoline-2-yl)piperidine-2,6-dione COC1=C2C(NC(=NC2=CC(=C1)OC)C1=CC=C(C=C1)N1CCN(CC1)CC1=CC=C2CN(C(C2=C1)=O)C1C(NC(CC1)=O)=O)=O